N1(CCCC1)C=1C=NC=CC1C1=NS(C2=C1C(=CC=C2)F)(=O)=O (3-(pyrrolidin-1-yl)pyridin-4-yl)-4-fluorobenzo[d]isothiazole-1,1-dioxide